(2S)-3-(3-ethynylphenyl)-2-(9H-fluoren-9-yl-methoxycarbonylamino)-propanoic acid C(#C)C=1C=C(C=CC1)C[C@@H](C(=O)O)N(C(=O)OC)C1C2=CC=CC=C2C=2C=CC=CC12